N-[(6-Amino-2-pyridyl)sulfonyl]-6-(3-methoxy-4-methylphenyl)-2-(2,4,6-trimethylphenoxy)pyridin-3-carboxamid NC1=CC=CC(=N1)S(=O)(=O)NC(=O)C=1C(=NC(=CC1)C1=CC(=C(C=C1)C)OC)OC1=C(C=C(C=C1C)C)C